COC=1C=C(C#N)C=CC1 3-Methoxybenzonitrile